6-[(4R)-4-hydroxy-2-oxopyrrolidin-1-yl]-1-methyl-4-[4-methyl-4-(5-methyl-1,3-benzoxazol-2-yl)piperidin-1-yl]-2-oxo-1,2-dihydroquinoline-3-carboxamide O[C@@H]1CC(N(C1)C=1C=C2C(=C(C(N(C2=CC1)C)=O)C(=O)N)N1CCC(CC1)(C=1OC2=C(N1)C=C(C=C2)C)C)=O